1,1-Di-tert-butyl-2-methyl-3-phenyl-siliren C(C)(C)(C)[Si]1(C(=C1C1=CC=CC=C1)C)C(C)(C)C